F[C@@H]1C[C@@H](N2N=C(C=C21)C(=O)OCC)C2=CC=CC=C2 ethyl (4r,6r)-4-fluoro-6-phenyl-5,6-dihydro-4H-pyrrolo[1,2-b]pyrazole-2-carboxylate